FC=1C(=C(C=C(C1)C(C)C)C(C(=O)O)N1C[C@@H](CC1)OCCCCCC1=NC=2NCCCC2C(=C1)C)OC 2-(3-fluoro-5-isopropyl-2-methoxyphenyl)-2-((R)-3-((5-(4-methyl-5,6,7,8-tetrahydro-1,8-naphthyridin-2-yl)pentyl)oxy)pyrrolidin-1-yl)acetic acid